C(CCCCCCCCCCCCCCCCCCCCCCC)NC(=O)N n-tetracosylurea